O=C(CSC[C@@H]1[C@@H]([C@@H]([C@H]([C@H](O1)OC[C@@H]([C@@H]([C@@H](CCCCCCCCCCCCCC)O)O)NC(CCCCCCCCCCCCCCCCCCCCCCCCC)=O)O)O)O)NC1=CC=CC=C1 (2S,3S,4R)-1-(6-Deoxy-6-((2-oxo-2-(phenylamino)ethyl)thio)-α-D-galactopyranosyloxy)-2-hexacosanoylamino-3,4-octadecandiol